C(C)(C)C=1C=C(CN2N=CC(=C2)CNC2=NC=3N([C@H](C(NC3C(=N2)C)=O)C)C)C=CC1 (7S)-2-(((1-(3-isopropylbenzyl)-1H-pyrazol-4-yl)methyl)amino)-4,7,8-trimethyl-7,8-dihydropteridin-6(5H)-one